(S)-4-(5-(5-fluoro-2-methoxypyridin-4-yl)-1H-pyrazole-3-carbonyl)-N-((S)-7-fluoro-3,4-dihydro-2H-pyrano[3,2-b]pyridin-4-yl)-4-azaspiro[2.5]octane-7-carboxamide FC=1C(=CC(=NC1)OC)C1=CC(=NN1)C(=O)N1C2(CC2)C[C@H](CC1)C(=O)N[C@H]1CCOC=2C1=NC=C(C2)F